ClC=1C=C(C(=NC1)N1CC(N(C2(CN(C2)C2=NC=C(C#N)C=C2)C1=O)CC1=CC=C(C=C1)Cl)=O)C 6-(8-(5-chloro-3-methyl-pyridin-2-yl)-5-(4-chloro-benzyl)-6,9-dioxo-2,5,8-triazaspiro[3.5]nonan-2-yl)nicotinonitrile